(3,5-dichloro-4-((4'-methyl-2'-oxospiro[cyclopropane-1,3'-indolin]-5'-yl)oxy)phenyl)-2-methyl-1,2,4-triazine-3,5(2H,4H)-dione ClC=1C=C(C=C(C1OC=1C(=C2C3(C(NC2=CC1)=O)CC3)C)Cl)N3C(N(N=CC3=O)C)=O